OC1(CCOCC1)C=1C=C2C(=CC=NC2=CC1)C(=O)O 6-(4-hydroxytetrahydro-2H-pyran-4-yl)quinoline-4-carboxylic acid